chloro-7-vinyl-1H-pyrazolo[4,3-b]pyridine ClN1N=CC2=NC=CC(=C21)C=C